C(C=1C(C(=O)[O-])=CC(C(=O)[O-])=CC1)(=O)[O-].C(#N)CCN1C(=[NH+]C(=C1)C)CC.C(#N)CCN1C(=[NH+]C(=C1)C)CC.C(#N)CCN1C(=[NH+]C(=C1)C)CC 1-(2-cyanoethyl)-2-ethyl-4-methylimidazolium trimellitate